1-(3-((4-((tert-butoxycarbonyl)amino)piperidin-1-yl)-sulfonyl)phenyl)-2,2-difluoroethyl methanesulfonate CS(=O)(=O)OC(C(F)F)C1=CC(=CC=C1)S(=O)(=O)N1CCC(CC1)NC(=O)OC(C)(C)C